COC(C1=C(C=C(C(=C1)F)C1=CC=CC=2CN(COC21)C(C2=C(C=C(C=C2Cl)N2CC1(C2)CCNCC1)Cl)=O)N1C2COCC1CC2)=O 4-[3-[2,6-dichloro-4-(2,7-diazaspiro[3.5]nonan-2-yl)benzoyl]-2,4-dihydro-1,3-benzoxazin-8-yl]-5-fluoro-2-(3-oxa-8-azabicyclo[3.2.1]oct-8-yl)benzoic acid methyl ester